C1(CCC(CC1)C(C)C)(C)O 1-menthyl alcohol